FC1(CCC(CC1)C1=NC(=C2N1CCN(C2)C(=O)NC)C=2C=CC=C1C=C(N=CC21)C2CCOCC2)F 3-(4,4-difluorocyclohexyl)-N-methyl-1-(3-(tetrahydro-2H-pyran-4-yl)isoquinolin-8-yl)-5,6-dihydroimidazo[1,5-a]pyrazine-7(8H)-carboxamide